8-({4-[1-cyclopropyl-4-(trifluoromethyl)imidazol-2-yl]phenyl}methyl)-2-(4-cyclopropyl-6-methoxypyrimidin-5-yl)-N,5-dimethyl-7-oxopyrido[2,3-d]pyrimidine-6-carboxamide C1(CC1)N1C(=NC(=C1)C(F)(F)F)C1=CC=C(C=C1)CN1C(C(=C(C2=C1N=C(N=C2)C=2C(=NC=NC2OC)C2CC2)C)C(=O)NC)=O